(S)-4-(6-(3-((2-((S)-3-carboxybutanoyl)-7-chloro-6-methoxybenzo[b]thiophen-5-yl)oxy)propoxy)-4-fluoro-5-methoxyisoindolin-2-yl)-2-methyl-4-oxobutanoic acid C(=O)(O)[C@H](CC(=O)C1=CC2=C(S1)C(=C(C(=C2)OCCCOC2=C(C(=C1CN(CC1=C2)C(C[C@@H](C(=O)O)C)=O)F)OC)OC)Cl)C